(1r,3r)-3-(3-(6-chloro-[1,2,4]triazolo[1,5-a]pyrazin-8-yl)-1H-pyrrol-1-yl)-3-(cyanomethyl)cyclobutane-1-carbonitrile ClC=1N=C(C=2N(C1)N=CN2)C2=CN(C=C2)C2(CC(C2)C#N)CC#N